FC1=C(C=CC=C1[N+](=O)[O-])N1C(NCC1)=O 1-(2-fluoro-3-nitrophenyl)imidazolidin-2-one